C(C(=C)C)(=O)OC(C)(C)C1CCCCC1 1-(cyclohexane-1-yl)-1-methylethyl methacrylate